C1=CC(=N)C(=N)N=C1 BISIMINOPYRIDINE